N-(6-((2-chlorophenyl)amino)-1H-pyrazolo[3,4-b]pyridin-3-yl)-4-(1-methylpiperidin-4-yl)benzamide, Acetic acid salt C(C)(=O)O.ClC1=C(C=CC=C1)NC1=CC=C2C(=N1)NN=C2NC(C2=CC=C(C=C2)C2CCN(CC2)C)=O